3-(2,4-difluorophenoxy)-1-((trimethylsilyl)oxy)cyclobutane-1-carbonitrile FC1=C(OC2CC(C2)(C#N)O[Si](C)(C)C)C=CC(=C1)F